COC(=O)C=1C=CC(=NC1)CN1N=NC(=C1)C=1C=C2CCN(CC2=CC1)C(=O)OC(C)(C)C tert-butyl 6-(1-((5-(methoxycarbonyl) pyridin-2-yl) methyl)-1H-1,2,3-triazol-4-yl)-3,4-dihydroisoquinoline-2(1H)-carboxylate